N-methyl-2-(2-methyl-2H-indazol-5-yl)-N-(piperidin-4-yl)benzo[d]thiazol-6-amine hydrochloride Cl.CN(C1=CC2=C(N=C(S2)C2=CC3=CN(N=C3C=C2)C)C=C1)C1CCNCC1